(S)-6-((3,3-dimethyl-1-oxo-1,3-dihydroisobenzofuran-5-yl)amino)-4-((2-hydroxy-1-phenylethyl)amino)nicotinic acid methyl ester COC(C1=CN=C(C=C1N[C@H](CO)C1=CC=CC=C1)NC=1C=C2C(OC(C2=CC1)=O)(C)C)=O